8-(6-chloro-5-fluoro-2-(methylthio)pyrimidin-4-yl)-3-oxa-8-azabicyclo[3.2.1]octane ClC1=C(C(=NC(=N1)SC)N1C2COCC1CC2)F